5-Ethyl-6-fluoro-4-(8-fluoro-2-(((2r,7as)-2-fluoro-hexahydro-1H-pyrrolizin-7a-yl)methoxy)-4-(1-oxa-6-azaspiro[3.5]nonan-6-yl)pyrido[4,3-d]pyrimidin-7-yl)naphthalen-2-ol C(C)C1=C2C(=CC(=CC2=CC=C1F)O)C1=C(C=2N=C(N=C(C2C=N1)N1CC2(CCO2)CCC1)OC[C@]12CCCN2C[C@@H](C1)F)F